methyl 4-bromo-5-nitrothiophene-2-carboxylate BrC=1C=C(SC1[N+](=O)[O-])C(=O)OC